2-(3-methoxy-4-nitro-phenyl)acetonitrile COC=1C=C(C=CC1[N+](=O)[O-])CC#N